2-(5-fluoro-4-morpholinylpyrimidin-2-yl)-5-(4-methylpiperazin-1-yl)-4,5,6,7-tetrahydro-2H-indazol-3-ol FC=1C(=NC(=NC1)N1N=C2CCC(CC2=C1O)N1CCN(CC1)C)N1CCOCC1